2-amino-N-((3'-(3-((S)-2-hydroxy-3-(3-(N-methylsulfamoyl)phenoxy)propylamino)-1-oxa-8-azaspiro[4.5]decan-8-ylsulfonyl)biphenyl-4-yl)methyl)acetamide NCC(=O)NCC1=CC=C(C=C1)C1=CC(=CC=C1)S(=O)(=O)N1CCC2(CC(CO2)NC[C@@H](COC2=CC(=CC=C2)S(NC)(=O)=O)O)CC1